F[C@H](C1(COC1)C=1C=C(C=CC1)N1C(C2=CC(=CC(=C2C1)C(F)(F)F)CNC(C)C)=O)C1=NN=CN1C (R)-2-(3-(3-(fluoro(4-methyl-4H-1,2,4-triazol-3-yl)methyl)oxetan-3-yl)phenyl)-6-((isopropylamino)methyl)-4-(trifluoromethyl)isoindolin-1-one